bicyclo[3.2.1]Octane-8-carboxylic acid tert-butyl ester C(C)(C)(C)OC(=O)C1C2CCCC1CC2